CN(C(=O)N1CCN(CC1)C1=C2C[C@@H](NCC2=CC=C1)CN([C@H]1CCCC=2C=CC=NC12)C)C N,N-dimethyl-4-((R)-3-((methyl((S)-5,6,7,8-tetrahydroquinolin-8-yl)amino)methyl)-1,2,3,4-tetrahydroisoquinolin-5-yl)piperazine-1-carboxamide